C1(CCC(N1OC(CCN1C(C=CC1=O)=O)=O)=O)=O 3-maleimido-propionic acid succinimidyl ester